C1(=CC=CC2=CC=CC=C12)C\N=C\C1O[C@@H](OC[C@H]1O)C1=CC=CC=C1 (2R,5R)-4-((E)-((naphthalen-1-ylmethyl)imino)methyl)-2-phenyl-1,3-dioxan-5-ol